tert-butyl (S)-7-((6-(hydroxymethyl)-5-(tetrahydrofuran-3-yl)pyridin-2-yl)amino)-4-(1-methyl-1H-pyrrolo[2,3-b]pyridin-4-yl)-1-oxo-1,3-dihydro-2H-pyrrolo[3,4-c]pyridine-2-carboxylate OCC1=C(C=CC(=N1)NC=1C2=C(C(=NC1)C1=C3C(=NC=C1)N(C=C3)C)CN(C2=O)C(=O)OC(C)(C)C)[C@H]2COCC2